C12(C(=O)CC(CC1)C2(C)C)CS(=O)(=O)O.N2=C(N=C(C=C2)N)N pyrimidinediamine (+)-Camphorsulfonic Acid Salt